(S)-2-(5-(1-(3,3-difluoropiperidin-4-yl)vinyl)pyrazin-2-yl)-5-(1H-imidazol-1-yl)phenol FC1(CNCC[C@H]1C(=C)C=1N=CC(=NC1)C1=C(C=C(C=C1)N1C=NC=C1)O)F